1,3-dibenzyl-urea C(C1=CC=CC=C1)NC(=O)NCC1=CC=CC=C1